tert-butyl (S)-4-(2-amino-3-(tert-butoxy)-3-oxopropyl)benzoate N[C@@H](CC1=CC=C(C(=O)OC(C)(C)C)C=C1)C(=O)OC(C)(C)C